((S)-2-(2-(trifluoromethyl)phenyl)pyrrolidin-1-yl)pyrazine-2-carboxamide FC(C1=C(C=CC=C1)[C@H]1N(CCC1)C=1C(=NC=CN1)C(=O)N)(F)F